7-chloro-8-fluoro-5-isopropoxy-pyrido[4,3-d]pyrimidine-2,4-diol ClC1=C(C=2N=C(N=C(C2C(=N1)OC(C)C)O)O)F